(R)-2-methylsulfinyl-cyclohexane C[S@@](=O)C1CCCCC1